7-[dimethyl(oxo)-λ5-phosphoranyl]-3-(2-{[(1S,3S)-3-[(4-aminobutyl)(methyl)amino]cyclopentyl]amino}-5-(trifluoromethyl)pyrimidin-4-yl)-1H-indole-6-carboxylic acid CP(C=1C(=CC=C2C(=CNC12)C1=NC(=NC=C1C(F)(F)F)N[C@@H]1C[C@H](CC1)N(C)CCCCN)C(=O)O)(=O)C